C(CCC)OC1=CC=C(C=C1)NC(=O)C1=NN2C(N=CC=C2C2=CC(=C(C=C2)OC)OC)=C1 N-(4-butoxyphenyl)-7-(3,4-dimethoxyphenyl)pyrazolo[1,5-a]pyrimidine-2-carboxamide